The molecule is a ketoaldonic acid derivative that is the 6-(dihydrogen phosphate) derivative of 3-dehydro-L-gulonic acid. It has a role as an Escherichia coli metabolite. It derives from a 3-dehydro-L-gulonic acid. It is a conjugate acid of a 3-dehydro-L-gulonate 6-phosphate. C([C@@H]([C@H](C(=O)[C@@H](C(=O)O)O)O)O)OP(=O)(O)O